FC1=C(C=CC(=C1)OC=1SC(=CN1)C=1C=NC(=CC1)C)NC1=NC=NC2=CC(=C(C=C12)NC1CCNCC1)OC N4-(2-fluoro-4-((5-(6-methylpyridin-3-yl)thiazol-2-yl)oxy)phenyl)-7-methoxy-N6-(piperidin-4-yl)quinazoline-4,6-diamine